C1(=CC=C(C=C1)COC1=NC(=NO1)C(=O)O)C1=CC=CC=C1 5-([1,1'-biphenyl]-4-ylmethoxy)-1,2,4-oxadiazole-3-carboxylic acid